tert-butyl-4-(2-(4-chloro-2-(methoxy-d3)phenyl)-4-fluoro-2-methyl-2H-chromene-8-yl)piperidine-1-Carboxylate C(C)(C)(C)OC(=O)N1CCC(CC1)C=1C=CC=C2C(=CC(OC12)(C)C1=C(C=C(C=C1)Cl)OC([2H])([2H])[2H])F